BrCC(=O)C1=CC(=CC=C1)O 2-bromo-1-(3-hydroxyphenyl)ethan-1-one